1,3-bis(trifluoromethanesulfonyloxy)cyclohexane iron [Fe].FC(S(=O)(=O)OC1CC(CCC1)OS(=O)(=O)C(F)(F)F)(F)F